FC(C1=NN(C=C1NC(=O)C=1N=C(OC1)C1=CC(=NC=C1)N(C(OC(C)(C)C)=O)CC(F)(F)F)C1=CC=C(C=C1)C=O)F Tert-Butyl N-[4-[4-[[3-(difluoromethyl)-1-(4-formylphenyl)pyrazol-4-yl]carbamoyl]oxazol-2-yl]-2-pyridyl]-N-(2,2,2-trifluoroethyl)carbamate